4-(3,4-Dihydro-2H-1,3-benzoxazin-8-yl)-2-fluorobenzoic acid methyl ester hydrochloride Cl.COC(C1=C(C=C(C=C1)C1=CC=CC=2CNCOC21)F)=O